C(C)C1=C2C(=CC(=C(C2=CC=C1)F)NC(OC(C)(C)C)=O)B1OC(C(O1)(C)C)(C)C tert-butyl (5-ethyl-1-fluoro-4-(4,4,5,5-tetramethyl-1,3,2-dioxaborolan-2-yl)naphthalen-2-yl)carbamate